ClC1=C(C=CC(=C1)Cl)NNC(=O)C=1C(=NN(C1)C=1SC=CN1)C(C)C N'-(2,4-dichlorophenyl)-3-isopropyl-1-(thiazol-2-yl)-1H-pyrazole-4-carbohydrazide